(±)-3-amino-9,13b-dihydro-1H-dibenzo[c,f]imidazo[1,5-a]azepine NC1=NC[C@@H]2N1C1=C(CC3=C2C=CC=C3)C=CC=C1 |r|